2-(5-amino-1-methyl-indazol-4-yl)acetic acid tert-butyl ester C(C)(C)(C)OC(CC1=C2C=NN(C2=CC=C1N)C)=O